2-methoxy-N-[4-(4-methoxy-7-morpholino-quinazolin-5-yl)oxycyclohexyl]acetamide COCC(=O)NC1CCC(CC1)OC1=C2C(=NC=NC2=CC(=C1)N1CCOCC1)OC